OC=1C=C(C=CC1O)C1OC=2C(=C1O)C(C=CC2O)=O 2-(3,4-dihydroxyphenyl)-3,7-dihydroxy-4H-benzofuran-4-one